2-(2-oxo-6-{4-[4-(propan-2-yl)piperazin-1-yl]phenyl}-1,2-dihydroquinolin-3-yl)benzonitrile O=C1NC2=CC=C(C=C2C=C1C1=C(C#N)C=CC=C1)C1=CC=C(C=C1)N1CCN(CC1)C(C)C